C(CCCCCCC\C=C/C\C=C/CCCCC)(=O)OC[C@@H]([C@@H](C(=O)OCOC(=O)N1C(=NCC1)NC=1C(=C2N=CC=NC2=CC1)Br)CC)CC=1N(C=NC1)C (2R,3S)-4-[({2-[(5-bromoquinoxalin-6-yl)amino]-4,5-dihydroimidazol-1-yl}carbonyloxy)methoxy]-3-ethyl-2-[(3-methylimidazol-4-yl)methyl]-4-oxobutyl (9Z,12Z)-octadeca-9,12-dienoate